C(C)C1=CC=C(C2=CN(N=C12)COCC[Si](C)(C)C)C=1C=C2C(=NC=NC2=CC1OC)C=1C(=NN(C1)C)C1=CC=CC=C1 6-(7-ethyl-2-((2-(trimethylsilyl)ethoxy)methyl)-2H-indazol-4-yl)-7-methoxy-4-(1-methyl-3-phenyl-1H-pyrazol-4-yl)quinazoline